5-chloro-1-hexene ClC(CCC=C)C